BrC1=NN=C(S1)COC1=CC=CC(=N1)C1=CC(=C(C=C1F)CC=1N(C2=C(N1)C=CC(=C2)C(=O)OC)C[C@H]2OCC2)F Methyl 2-[[4-[6-[(5-bromo-1,3,4-thiadiazol-2-yl)methoxy]-2-pyridyl]-2,5-difluorophenyl]methyl]-3-[[(2S)-oxetan-2-yl]methyl]benzimidazole-5-carboxylate